ethyl 2-((1r,4r)-4-(2-fluoro-6-methylphenyl)cyclohexyl)acetate FC1=C(C(=CC=C1)C)C1CCC(CC1)CC(=O)OCC